BrC1=C(C=C(C=C1C(=O)[O-])C1=CC=C(C=C1)C1=CC=CC=2C3=CC=CC=C3NC12)C(=O)OC methyl 4-bromo-4'-carbazolyl-3,5-biphenyldicarboxylate